hydroxyl-9-fluorenone OC1=CC=CC=2C3=CC=CC=C3C(C12)=O